tert-butyl (2S,5S)-2-(hydroxymethyl)-5-methyl-pyrrolidine-1-carboxylate OC[C@H]1N([C@H](CC1)C)C(=O)OC(C)(C)C